2-(2,6-dioxopiperidin-3-yl)-5-((R)-3-(((1-(4-((1R,2S)-6-hydroxy-2-phenyl-1,2,3,4-tetrahydronaphthalen-1-yl)phenyl)piperidin-4-yl)methyl)amino)piperidin-1-yl)isoindoline-1,3-dione O=C1NC(CCC1N1C(C2=CC=C(C=C2C1=O)N1C[C@@H](CCC1)NCC1CCN(CC1)C1=CC=C(C=C1)[C@H]1[C@H](CCC2=CC(=CC=C12)O)C1=CC=CC=C1)=O)=O